2-bromo-5-trifluoromethylphenol BrC1=C(C=C(C=C1)C(F)(F)F)O